BrC(CCOC)C1=CC=CC=C1 (1-bromo-3-methoxypropyl)benzene